C(CP([O-])([O-])=O)P(OO)([O-])=O.[Na+].[Na+].[Na+] sodium hydroxy ethylenediphosphonate